(rac)-cis-3-Hydroxycyclohexanecarboxylic acid ethyl ester C(C)OC(=O)[C@@H]1C[C@@H](CCC1)O |r|